1-amino-5-chloro-4-[(2,3-dihydroxypropyl)amino]-2-nitrophenol NC1(C(C=C(C(=C1)Cl)NCC(CO)O)[N+](=O)[O-])O